1-((((S)-1-(2-chlorophenyl)-2-oxocyclohexyl)(methyl)carbamoyl)oxy)ethyl (2,2,2-trifluoroacetyl)-L-valinate FC(C(=O)N[C@@H](C(C)C)C(=O)OC(C)OC(N(C)[C@]1(C(CCCC1)=O)C1=C(C=CC=C1)Cl)=O)(F)F